CC1(CNC1)CNC(=O)C1=CC2=C(N3C(S2)=NC(=C3)C3=CC=C(C=C3)C(NC)=O)C=C1 N-((3-methylazetidin-3-yl)methyl)-2-(4-(methylcarbamoyl)phenyl)benzo[d]imidazo[2,1-b]thiazole-7-carboxamide